(2R,3S,4S)-4-hydroxy-2-[(4-methoxyphenyl)methyl]pyrrolidin-3-yl N-[(4,5-dichloro-1H-imidazol-2-yl)methyl]carbamate ClC=1N=C(NC1Cl)CNC(O[C@H]1[C@H](NC[C@@H]1O)CC1=CC=C(C=C1)OC)=O